CC1=CC=CC=2C3=C(C(=NC12)C)N=C(N3CCO)CCOC dimethyl-2-methoxyethyl-1H-imidazo[4,5-c]-chinolin-1-ethanol